tert-butyl 6-(1-(5-fluoro-2-methylphenyl)-3-methyl-1H-pyrazol-5-yl)-2-azaspiro[3.3]heptane-2-carboxylate FC=1C=CC(=C(C1)N1N=C(C=C1C1CC2(CN(C2)C(=O)OC(C)(C)C)C1)C)C